FC(C=1C(=C(C=CC1)[C@@H](C)NC=1N=C(N=C2N=NC(=CC21)N2CCN(CC2)C(C)C)C)F)F (R)-N-(1-(3-(difluoromethyl)-2-fluorophenyl)ethyl)-3-(4-isopropylpiperazin-1-yl)-7-methylpyrimido[4,5-c]pyridazin-5-amine